1-(((5S,7S)-3-(2-(dimethylamino)pyrimidin-5-yl)-7-methyl-2-oxo-1-oxa-3-azaspiro[4.5]decane-7-yl)methyl)-1H-benzo[d]imidazole-6-carbonitrile CN(C1=NC=C(C=N1)N1C(O[C@]2(C1)C[C@@](CCC2)(C)CN2C=NC1=C2C=C(C=C1)C#N)=O)C